C1(=NC=CC2=CC=CC=C12)OC1=NC=C(C2=CC(=C(C=C12)OC)OC)C(=O)N1CCCCC1 (1-(isoquinolin-1-yloxy)-6,7-dimethoxyisoquinolin-4-yl)(piperidin-1-yl)methanone